7-(3-(2-((1r,4r)-4-(aminomethyl)cyclohexanecarboxamido)ethoxy)phenyl)-N-(2-((S)-2-cyano-4,4-difluoropyrrolidin-1-yl)-2-oxoethyl)quinoline-4-carboxamide NCC1CCC(CC1)C(=O)NCCOC=1C=C(C=CC1)C1=CC=C2C(=CC=NC2=C1)C(=O)NCC(=O)N1[C@@H](CC(C1)(F)F)C#N